COC(=O)N[C@@H](C(C)C)C(=O)N1[C@@H](CC[C@@H]1C)C(=O)O (2S,5S)-1-((methoxycarbonyl)-L-valinyl)-5-methylpyrrolidine-2-carboxylic acid